3,4-dichlorophenoxybutyric acid ClC=1C=C(OC(C(=O)O)CC)C=CC1Cl